C1=CC=CC2=C(C3=CC=CC=C3C(=C12)C=1C2=CC=CC=C2C=C2C=CC=CC12)C1=CC=C2C=3C=CC(=CC3C(C2=C1)(CCCCCCCC)CCCCCCCC)C1=CC=C2C=CC3=CC=CC4=CC=C1C2=C34 1-(7-(9,9'-bianthracen-10-yl)-9,9-dioctyl-9H-fluoren-2-yl)pyrene